C(\C=C/CCCCCC)OC(CCCCCCCCC(CCCCCCCCC)OC(CCCN(C)C)=O)=O (2Z)-non-2-en-1-yl-10-{[4-(dimethylamino)butanoyl]oxy}nonadecanoate